(E)-1-(2-hydroxy-4,6-dimethoxyphenyl)-3-(3-(trifluoromethyl)phenyl)prop-2-en-1-one OC1=C(C(=CC(=C1)OC)OC)C(\C=C\C1=CC(=CC=C1)C(F)(F)F)=O